4-(aminomethyl)-6-(6-ethoxyimidazo[1,2-a]pyridin-3-yl)phthalazin-1(2H)-one NCC1=NNC(C2=CC=C(C=C12)C1=CN=C2N1C=C(C=C2)OCC)=O